2-amino-6-(2-(2-fluorophenyl)-6-(2H-1,2,3-triazol-2-yl)-1H-imidazo[4,5-c]pyridin-1-yl)cyclohexan-1-ol NC1C(C(CCC1)N1C(=NC=2C=NC(=CC21)N2N=CC=N2)C2=C(C=CC=C2)F)O